2-chloro-2'-methyl-spiro[4,5-dihydrothieno[2,3-c]pyran-7,4'-piperidine]-3-carbaldehyde ClC1=C(C2=C(S1)C1(CC(NCC1)C)OCC2)C=O